[4-(6-Amino-pyridazin-3-yl)-piperidin-1-yl]-[5-(3-fluoro-4-isopropoxy-phenyl)-4-methoxy-pyridin-2-yl]-methanone NC1=CC=C(N=N1)C1CCN(CC1)C(=O)C1=NC=C(C(=C1)OC)C1=CC(=C(C=C1)OC(C)C)F